ethylenediamine nitrilotriacetate salt N(CC(=O)O)(CC(=O)O)CC(=O)O.C(CN)N